(S)-1-(5-((3-fluorophenyl)thio)pyrazin-2-yl)-4'H,6'H-spiro[piperidine-4,5'-pyrrolo[1,2-b]pyrazol]-4'-amine FC=1C=C(C=CC1)SC=1N=CC(=NC1)N1CCC2([C@@H](C=3N(N=CC3)C2)N)CC1